2-methyl-1-(4-methylthiophenyl)-propan-1-one CC(C(=O)C1=CC=C(C=C1)SC)C